OC1=C(C=C(C=C1)C1=C(C(=NC(=C1C)C1=CC=C(C=C1)Cl)N)C#N)OC 4-(4-hydroxy-3-methoxyphenyl)-5-methyl-6-p-chlorophenyl-2-amino-3-cyanopyridine